ClC1=CC(=C(C=C1)C1=C(N(N=N1)C)CN1N=CC(=CC1=O)C=1C=NC(=C(C1)Cl)OC)F 2-[[5-(4-chloro-2-fluoro-phenyl)-3-methyl-triazol-4-yl]methyl]-5-(5-chloro-6-methoxy-3-pyridyl)pyridazin-3-one